C(O)P(CO)CO trimethylolphosphorus